ClC=1C(N(SC1Cl)CCCCCCCC)=O 4,5-dichloro-2-octylisothiazole-3(2H)-on